ClC=1C=CC(=C(C1)C1=CC(=C(N=N1)OCC(F)(F)F)NC1=CC=NC2=CC(=CC=C12)OCCN1CCN(CC1)C)F N-[6-(5-chloro-2-fluorophenyl)-3-(2,2,2-trifluoroethoxy)pyridazin-4-yl]-7-[2-(4-methylpiperazin-1-yl)ethoxy]quinolin-4-amine